CN(C)CC=1C=C(C=C(C1)OCCCC(C(=O)O)C(CCCCCCCC)CCCCCCCC)OCCCC(C(=O)O)C(CCCCCCCC)CCCCCCCC.C(C(=C)C)(=O)OCCCCCCCCCCC(C)O[Si](OC)(OCC)OCC 10-methacryloxydecyltriethoxy(methoxy)silane ((5-((dimethylamino)methyl)-1,3-phenylene)bis(oxy))bis(propane-3,1-diyl)bis(3-octylundecanoate)